10-bromo-3-decenyl pentyloxymethyl ether C(CCCC)OCOCCC=CCCCCCCBr